2-Iodomesitylene IC1=C(C=C(C=C1C)C)C